Benzyl 3-oxo-2-({[(CIS)-4-phenylcyclohexyl]oxy}methyl)pyrrolidine-1-carboxylate O=C1C(N(CC1)C(=O)OCC1=CC=CC=C1)CO[C@@H]1CC[C@@H](CC1)C1=CC=CC=C1